C1(CC1)[C@@H]1NC(CC[C@H]1NC(=O)[C@H]1N(C[C@@H](C1)O)C([C@H](C(C)(C)C)N1N=NC(=C1)C1CC1)=O)=O (2S,4R)-N-[(2S,3R)-2-cyclopropyl-6-oxo-3-piperidyl]-1-[(2S)-2-(4-cyclopropyltriazol-1-yl)-3,3-dimethyl-butanoyl]-4-hydroxy-pyrrolidine-2-carboxamide